(R)-acetonide [CH2-]C(=O)C